di-L-alanine CC(C(=O)NC(C)C(=O)O)N